N-((S)-1-(((R)-4-amino-3,4-dioxo-1-((S)-2-oxopyrrolidin-3-yl)butan-2-yl)amino)-4-methyl-1-oxopentan-2-yl)-9-hydroxy-9H-fluorene-9-carboxamide NC(C([C@@H](C[C@H]1C(NCC1)=O)NC([C@H](CC(C)C)NC(=O)C1(C2=CC=CC=C2C=2C=CC=CC12)O)=O)=O)=O